FC=1C=C(C=CC1)C[C@H]1CN(CCC1)C(=O)C=1C=C(C=NC1OC)C1=CC=2N(C=C1)N=C(N2)N 7-{5-[(3S)-3-[(3-fluorophenyl)methyl]piperidine-1-carbonyl]-6-methoxypyridin-3-yl}-[1,2,4]triazolo[1,5-a]pyridin-2-amine